ClC=1C(=C(NC=2C3=C(N=CN2)C=C(C(=N3)N3CCN(C2(CC2)C3)C(C=C)=O)F)C=CC1OCC1(CC1)F)F 1-[7-[4-[3-chloro-2-fluoro-4-[(1-fluorocyclopropyl)methoxy]anilino]-7-fluoro-pyrido[3,2-d]pyrimidin-6-yl]-4,7-diazaspiro[2.5]octan-4-yl]prop-2-en-1-one